2-chloro-6-[5-[(6-methylpyridazin-3-yl)amino]benzimidazol-1-yl]-3-pyridyl-ethanone Sodium dihydrogen phosphate P(=O)(O)(O)[O-].[Na+].ClC1=NC(=CC=C1C(C)=O)N1C=NC2=C1C=CC(=C2)NC=2N=NC(=CC2)C